C(C)(C)(C)C1=CC2=C(OP(OC3=C2C=C(C=C3C(C)(C)C)C(C)(C)C)OCCCC3=CC(=C(C(=C3)C(C)(C)C)O)C)C(=C1)C(C)(C)C 2,4,8,10-tetra-tert-butyl-6-[3-(3-methyl-4-hydroxy-5-tert-butylphenyl)propoxy]dibenzo[d,f][1,3,2]dioxaphosphepine